COC1=CC=C(C(=O)N[C@H]2C[C@H](CCC2)NC2=CC(=NC3=CC(=CC=C23)C)C(F)(F)F)C=C1 4-methoxy-N-[(1R,3S)-3-{[7-methyl-2-(trifluoromethyl)quinolin-4-yl]amino}cyclohexyl]benzamide